tetrafluoroethyl (trichloro-monofluoroethyl) ether ClC(C(F)(Cl)Cl)OC(C(F)(F)F)F